ethyl-3-oxa-7,9-diazabicyclo[3.3.1]nonane C(C)C12COCC(CNC1)N2